FC=1C=C(C=C(C1OC1=C2C(=NC=C1)N(C=C2C(F)(F)F)COCC[Si](C)(C)C)F)NC(=O)NC[C@@H]2OCC2(C)C |r| (+/-)-1-(3,5-difluoro-4-{[3-(trifluoromethyl)-1-{[2-(trimethylsilyl)ethoxy]methyl}-1H-pyrrolo[2,3-b]pyridin-4-yl]oxy}phenyl)-3-[(3,3-dimethyloxetane-2-yl)methyl]urea